1,1,1,3,3,3-hexafluoroprop-2-yl-4-(2-(pyrrolidin-1-yl)-4-(trifluoromethyl)benzyl)piperazine-1-carboxylic acid FC(C(C(F)(F)F)C1N(CCN(C1)CC1=C(C=C(C=C1)C(F)(F)F)N1CCCC1)C(=O)O)(F)F